(R)-(4-chloro-3-fluorophenyl)(3-(3-cyclopropyl-1,2,4-thiadiazol-5-yl)-8-methyl-5,6-dihydro-[1,2,4]triazolo[4,3-a]pyrazin-7(8H)-yl)methanone ClC1=C(C=C(C=C1)C(=O)N1[C@@H](C=2N(CC1)C(=NN2)C2=NC(=NS2)C2CC2)C)F